CC=1N(C=C(N1)C)C=1C=CC(=NC1)N[C@@H]1C[C@H](CC1)NC=1N=NC(=CN1)C (1S,3S)-N1-(5-(2,4-Dimethyl-1H-imidazol-1-yl)pyridin-2-yl)-N3-(6-methyl-1,2,4-triazin-3-yl)cyclopentane-1,3-diamine